2-((1S,2S)-1-(2-chlorophenyl)-1-(5-methyl-1,3,4-oxadiazol-2-yl)propan-2-yl)-5-hydroxy-N-(isoxazol-4-yl)-1-methyl-6-oxo-1,6-dihydropyrimidine-4-carboxamide ClC1=C(C=CC=C1)[C@H]([C@H](C)C=1N(C(C(=C(N1)C(=O)NC=1C=NOC1)O)=O)C)C=1OC(=NN1)C